C1(CC=CC1)C1=CC(=CC=C1)F 1-(Cyclopent-3-enyl)-3-fluorobenzene